tert-butyl methyl(2-(5-methyl-6-((1-(naphthalen-1-yl)cyclopropyl) carbamoyl)-1H-indol-2-yl)ethyl)carbamate CN(C(OC(C)(C)C)=O)CCC=1NC2=CC(=C(C=C2C1)C)C(NC1(CC1)C1=CC=CC2=CC=CC=C12)=O